FC1=CNC=2N=C(N=C(C21)NC2=NNC(=C2)C)NC2CC1CCC(C2)N1CCC#N 3-((3-exo)-3-((5-fluoro-4-((5-methyl-1H-pyrazol-3-yl)amino)-7H-pyrrolo[2,3-d]pyrimidin-2-yl)amino)-8-azabicyclo[3.2.1]octan-8-yl)propionitrile